NC1=C(C2=CC(=CC=C2C(=C1)S(=O)(=O)Cl)S(=O)(=O)Cl)O 2-amino-4,7-dichloro-sulfonyl-naphthol